tert-butyl (3S,4S)-3-((6-(6-cyclopropylimidazo[1,2-a]pyridin-3-yl)pyridin-2-yl)amino)-4-fluoropyrrolidine-1-carboxylate C1(CC1)C=1C=CC=2N(C1)C(=CN2)C2=CC=CC(=N2)N[C@H]2CN(C[C@@H]2F)C(=O)OC(C)(C)C